(S)-2'-chloro-6'-(4,7-dimethoxy-1H-1,3-benzodiazol-2-yl)-4-{[(1R)-1-phenylbutyl]carbamoyl}-[1,1'-biphenyl]-2-carboxylic acid ClC1=C(C(=CC=C1)C1=NC2=C(N1)C(=CC=C2OC)OC)C=2C(=CC(=CC2)C(N[C@H](CCC)C2=CC=CC=C2)=O)C(=O)O